ClC1=C(CN2N=C3C4=C(CCC3=C2)OC(=C4C)C(=O)NCC4=NOC=C4)C=CC(=C1)F 2-(2-chloro-4-fluorobenzyl)-8-methyl-N-(1,2-oxazol-3-ylmethyl)-4,5-dihydro-2H-furo[2,3-g]indazole-7-carboxamide